C[C@@]12C=CC=C1[C@@H]1CCC3CCCC[C@]3(C)[C@H]1CC2 androstanediene